ethyl-(tert-butylamino)dimethoxysilane titanium mono(ethylacetoacetate) tri-tert-butoxide CC(C)(C)[O-].CC(C)(C)[O-].CC(C)(C)[O-].C(C)CC(CC(=O)[O-])=O.[Ti+4].C(C)[Si](OC)(OC)NC(C)(C)C